5-(3-isopropyl-2-(2-methylpyridin-4-yl)-1H-indol-5-yl)-1,3,4-oxadiazol-2-amine C(C)(C)C1=C(NC2=CC=C(C=C12)C1=NN=C(O1)N)C1=CC(=NC=C1)C